17β-(N-t-butylcarbamoyl)androstane-3,5-diene-3-carboxylic acid C(C)(C)(C)NC(=O)[C@@H]1[C@]2(C)[C@@H](CC1)[C@@H]1CC=C3C=C(CC[C@]3(C)[C@H]1CC2)C(=O)O